B(O)(O)C=1C=C(C(=O)NCCCN(CC(=O)O)C(C2=CC(=CC(=C2)Br)B(O)O)=O)C=C(C1)Br N-(3-(3-borono-5-bromobenzamido)propyl)-N-(3-borono-5-bromobenzoyl)glycine